ethyl 3-(4-((6-cyclopropylimidazo[1,2-a]pyridin-2-yl)methoxy)-6-((4-(N-hydroxycarbamimidoyl)-2,6-dimethylbenzyl)amino)pyrimidin-2-yl)propanoate C1(CC1)C=1C=CC=2N(C1)C=C(N2)COC2=NC(=NC(=C2)NCC2=C(C=C(C=C2C)C(NO)=N)C)CCC(=O)OCC